C(C)(=O)O[C@@H]1[C@H](N([C@H]([C@@H]1OC(C)=O)C1=CNC2=C1N=CN=C2NC(C2=CC=CC=C2)=O)C(=O)O)COC(C)=O (2R,3R,4S,5S)-3,4-diacetoxy-2-(acetoxymethyl)-5-[4-(benzoylamino)-5H-pyrrolo[3,2-d]pyrimidin-7-yl]pyrrolidine-1-carboxylic acid